6-chlorobenzothiazol ClC1=CC2=C(N=CS2)C=C1